FC(C1=NC=CC=C1S(=O)(=O)C1=CC=C(C=C1)CNC(=O)C1=CC=2C(=CN=CC2)O1)(F)F N-({4-[2-(trifluoromethyl)pyridine-3-sulfonyl]phenyl}methyl)furo[2,3-c]pyridine-2-carboxamide